2-(4-chlorobenzyl)-6-(2-(3-(difluoromethoxy)azetidin-1-yl)pyrimidin-5-yl)pyridazin-3(2H)-one ClC1=CC=C(CN2N=C(C=CC2=O)C=2C=NC(=NC2)N2CC(C2)OC(F)F)C=C1